C(C(C)C)(=O)OC(C(=O)OCC(C)(C)C)(C)C 2,2-dimethylpropyl α-isobutyryloxyisobutyrate